2-{4-[benzyl-(ethyl)amino]butyl}-4-phenyl-2,3-dihydropyridazin-3-one C(C1=CC=CC=C1)N(CCCCN1N=CC=C(C1=O)C1=CC=CC=C1)CC